C1=CSC=2C1=CC=C1C2C=CC2=CC=CC=C21 naphthobenzothiophene